[Si](C)(C)(C(C)(C)C)OCC=1C=C(C=NC1)N 5-((tert-butyl(dimethyl)silyl)oxymethyl)pyridin-3-amine